CN(CCCNC(C1=CC=C(C=C1)C=1C=C2C=CC=NC2=C(C1)O)=O)C N-(3-(Dimethylamino)propyl)-4-(8-hydroxyquinolin-6-yl)benzamide